ClC1=NC=C(C(=N1)NC1=C(C=CC=C1C(F)(F)F)F)C(=O)N 2-chloro-4-((2-fluoro-6-(trifluoromethyl)phenyl)amino)-pyrimidine-5-carboxamide